[3-(E-3-METHOXY-3-OXO-1-PROPEN-1-YL)PHENYL]BORONIC ACID COC(/C=C/C=1C=C(C=CC1)B(O)O)=O